Acryl-lysine C(=O)(C=C)N[C@@H](CCCCN)C(=O)O